5-Methoxy-4-(piperazin-1-yl)-N-(quinoxalin-6-ylmethyl)pyridin-3-amine COC=1C(=C(C=NC1)NCC=1C=C2N=CC=NC2=CC1)N1CCNCC1